2,2-difluoro-2-(4-(1-(4-(trifluoromethoxy)phenyl)-1H-1,2,4-triazol-3-yl)phenyl)ethan-1-amine FC(CN)(C1=CC=C(C=C1)C1=NN(C=N1)C1=CC=C(C=C1)OC(F)(F)F)F